COC(=O)C1=CC2=C(OC3=C(O2)C=CC(=C3)F)C=C1N.C(=O)(O)C1=CC3=C(N=CO3)C=C1 6-CarboxyBenzoxazole methyl-3-amino-7-fluorodibenzo[b,e][1,4]dioxin-2-carboxylate